COC(=O)C1=CC=C(C=C1)/C=C/C(=O)C1=CC=C(C=C1)S(=O)(=O)N[C@@H](C(=O)O)C (2R)-2-[[4-[(E)-3-(4-Methoxycarbonylphenyl)prop-2-enoyl]phenyl]sulfonylamino]propanoic acid